2,5-DIHYDRO-1-METHYL-5-OXO-1H-PYRROLE-2-PROPANAL CN1C(C=CC1=O)CCC=O